ClC1=CC2=C(C(=CO2)S(=O)(=O)NC2=C(C=C(C(=C2)F)OCC#N)F)C=C1 6-chloro-N-[4-(cyanomethoxy)-2,5-difluorophenyl]-1-benzofuran-3-sulfonic acid amide